(S)-tert-butyl 5-amino-2-((tert-butoxycarbonyl)amino)pentanoate hydrochloride Cl.NCCC[C@@H](C(=O)OC(C)(C)C)NC(=O)OC(C)(C)C